Cl.C1(=CC=CC=C1)C(CCCNCCCN1CCCCC1)C1=CC=CC=C1 4,4-Diphenylbutyl[3-(piperidin-1-yl)propyl]amine hydrochloride